2-(methylsulfonyl)-4-(tert-pentylamino)pyrimidine-5-carbonitrile CS(=O)(=O)C1=NC=C(C(=N1)NC(C)(C)CC)C#N